iodonium Tetrafluoroborate F[B-](F)(F)F.[IH2+]